[N+](=O)([O-])C1=C(CN(C([O-])=O)C2CCCCC2)C=CC=C1 2-Nitrobenzylcyclohexylcarbamate